COC=1C=C(CN(C=2SC=C(N2)COCCC2=CC(=CC=C2)OC)C)C=CC1 N-(3-methoxybenzyl)-4-((3-methoxybenzyl-methoxy)methyl)-N-methylthiazol-2-amine